4-(3-amino-5-methoxyphenyl)piperazin-2-one NC=1C=C(C=C(C1)OC)N1CC(NCC1)=O